[Cl-].ClC=1C(=NC=CC1)[C@@H]([C@@H](OC([C@H](C)[NH3+])=O)C)C [(1S)-2-[(1S,2S)-2-(3-chloro-2-pyridyl)-1-methyl-propoxy]-1-methyl-2-oxo-ethyl]ammonium chloride